(S)-4-(2-amino-2-phenylacetamido)-2-fluorobenzoic acid tert-butyl ester C(C)(C)(C)OC(C1=C(C=C(C=C1)NC([C@H](C1=CC=CC=C1)N)=O)F)=O